ethyl 2-(ethyl-d5)indane-2-carboxylate C(C([2H])([2H])[2H])(C1(CC2=CC=CC=C2C1)C(=O)OCC)([2H])[2H]